N1=CNC2=NC=CC(=C21)C=2C=NN(C2)C2=CC=C(C=N2)C(CCN2CC(C2)C#N)C(F)(F)F (3-(6-(4-(3H-imidazo[4,5-b]pyridin-7-yl)-1H-pyrazol-1-yl)pyridin-3-yl)-4,4,4-trifluorobutyl)azetidine-3-carbonitrile